CC1=C(C=CC=C1C(F)(F)F)[C@@H](C)C1=NN=C(C2=CC(=CC=C12)OC1COCC1)N ((R)-1-(2-methyl-3-(trifluoromethyl)phenyl)ethyl)-7-(((-)-tetrahydrofuran-3-yl)oxy)phthalazin-1-amine